(S)-1-(2-(5-chloro-2,4-dimethoxyphenyl)imidazo[1,2-a]pyridin-7-yl)-N-(pyridin-4-ylmethyl)pyrrolidin-3-amine ClC=1C(=CC(=C(C1)C=1N=C2N(C=CC(=C2)N2C[C@H](CC2)NCC2=CC=NC=C2)C1)OC)OC